NN[C@@H]([C@@H](C)CC)C(=O)O aminoisoleucine